C[C@H]1CC[C@@H](N(C1)C(=O)OC(C)(C)C)C1=CC(=CC=C1)OC1CCN(CC1)C tert-butyl (2R,5S)-5-methyl-2-[3-[(1-methyl-4-piperidyl)oxy]phenyl]piperidine-1-carboxylate